CC=1C=CC(=C2C=CC=NC12)C=1CCN(CC1)C(=O)OC(C)(C)C tert-butyl 4-(8-methylquinolin-5-yl)-3,6-dihydropyridine-1(2H)-carboxylate